2-((4-CYANO-1H-IMIDAZOL-2-YL)THIO)-N-(3,4-DIMETHOXYPHENYL)ACETAMIDE C(#N)C=1N=C(NC1)SCC(=O)NC1=CC(=C(C=C1)OC)OC